4-Methylphenylmagnesium CC1=CC=C(C=C1)[Mg]